4-methyl-N-(quinolin-8-yl)benzamide CC1=CC=C(C(=O)NC=2C=CC=C3C=CC=NC23)C=C1